CNCC1=NN(C=C1)C N-methyl-1-(1-methylpyrazol-3-yl)methanamine